C1(CC1)C(=O)NC1=NC=C(C(=O)NC([2H])([2H])[2H])C(=C1)NC1=C2N([C@@H](C=3N(C2=CC=C1)N=C(N3)C)C)C (R)-6-(cyclopropanecarboxamido)-N-(methyl-d3)-4-((2,4,5-trimethyl-4,5-dihydro-[1,2,4]triazolo[1,5-a]quinoxalin-6-yl)amino)nicotinamide